CSC=1C=CC(=NC1)N1C=NC=C1C1=CC=C(C=C1)C 5-(methyl-mercapto)-2-(5-(p-tolyl)-1H-imidazol-1-yl)pyridine